C(C)(C)(C)OC(N(C)[C@H]1[C@@H](CNCC1)OC)=O Trans-((3R,4R)-3-methoxypiperidin-4-yl)(methyl)carbamic acid tert-butyl ester